C(C)(C)(C)OC(=O)[C@H](CCCCNC(OCC1=CC=CC=C1)=O)N(C(N[C@@H](CCC(=O)OC(C)(C)C)C(=O)OC(C)(C)C)=O)C (9S,13S)-Tri-tert-butyl-10-methyl-3,11-dioxo-1-phenyl-2-oxa-4,10,12-triazapentadecane-9,13,15-tricarboxylate